D-2-hexyl-1-decanol C(CCCCC)C(CO)CCCCCCCC